FC1=CN=C2C=CC(=NC2=C1C=1C(=NN(C1)C)C1=NC=C(C=C1)F)OC 7-fluoro-8-[3-(5-fluoro-2-pyridinyl)-1-methyl-pyrazol-4-yl]-2-methoxy-1,5-naphthyridine